ClC1=CC=C(CN2C(=NC=3N(C(N(C(C23)=O)CCCO)=O)C)C2(CCC(CC2)OC)F)C=C1 7-(4-chlorobenzyl)-8-(1-fluoro-4-methoxycyclohexyl)-1-(3-hydroxypropyl)-3-methyl-3,7-dihydro-1H-purine-2,6-dione